COC(=O)N[C@H](C(=O)N[C@@H](CC1=CC=C(C=C1)NS([O-])(=O)=O)C=1N=C(SC1)C=1SC=CC1)CC1=CC=CC=C1.[Na+] sodium (4-{(S)-2-[(S)-2-(methoxycarbonylamino)-3-phenylpropanamido]-2-(2-(thiophen-2-yl)thiazol-4-yl)ethyl}-phenyl)sulfamate